(S)-N'-((1,2,3,5,6,7-hexahydro-s-indacen-4-yl)carbamoyl)-5-methoxy-4,5,6,7-tetrahydrobenzo[c]thiophene-1-sulfonimidamide C1CCC2=C(C=3CCCC3C=C12)NC(=O)N=S(=O)(N)C=1SC=C2C1CC[C@@H](C2)OC